N[C@@H]1CN(C[C@@H](C1)C)C1=C2C(=NC=C1)OCC2 4-((3S,5R)-3-amino-5-methylpiperidin-1-yl)-2,3-dihydrofuro[2,3-b]pyridine